5-phenyl-1H-pyrrole-3-carbonitrile C1(=CC=CC=C1)C1=CC(=CN1)C#N